CC=1C=C2CCN(C2=CC1)C1=CC=C(OC=2N=C(C3=C(N2)C=NC=C3)O)C=C1 2-(4-(5-methylindolin-1-yl)phenoxy)pyrido[3,4-d]pyrimidin-4-ol